N-(2,6-dimethyl-4-{3,5-dimethylphenyl}benzeneYl)-2-(4-fluorophenyl)imidazole CC1=C(C(=CC(=C1)C1=CC(=CC(=C1)C)C)C)N1C(=NC=C1)C1=CC=C(C=C1)F